N-methoxy-N-methyl-2-((2-(trimethylsilyl)ethoxy)methyl)-2H-thieno[3,2-e]indazole-7-carboxamide CON(C(=O)C1=CC=2C3=CN(N=C3C=CC2S1)COCC[Si](C)(C)C)C